FC1(CN(CCC1)CC(=O)NCC1=CC(=NC=C1)OCC(F)(F)F)F 2-(3,3-Difluoropiperidin-1-yl)-N-((2-(2,2,2-trifluoroethoxy)pyridin-4-yl)methyl)acetamide